3-(4-((2-cyclopropylethyl)((1r,4r)-4-(((1-fluorocyclobutyl)methyl)amino)cyclohexyl)amino)-1-oxoisoindolin-2-yl)piperidine-2,6-dione C1(CC1)CCN(C1=C2CN(C(C2=CC=C1)=O)C1C(NC(CC1)=O)=O)C1CCC(CC1)NCC1(CCC1)F